FC1=CC(=C(C=O)C=C1)SC 4-FLUORO-2-(METHYLTHIO)BENZALDEHYDE